FC(C1=NC(=NC(=N1)C(F)(F)F)N1[C@H](C=2NC3=CC=C(C=C3C2CC1)Cl)C[C@@H](C)O)(F)F (2R)-1-{(1S)-2-[4,6-bis(trifluoromethyl)-1,3,5-triazin-2-yl]-6-chloro-2,3,4,9-tetrahydro-1H-pyrido[3,4-b]indol-1-yl}propan-2-ol